NC1=NC=C(C=C1I)OCCOC 2-amino-3-iodo-5-(2-methoxyethyl)oxypyridine